FC1=C(C=CC=C1C(=O)OC)N1CCN(CC1)C(=O)OCCCC butyl 4-(2-fluoro-3-(methoxycarbonyl)phenyl)piperazine-1-carboxylate